5-(3-(((1r,4r)-4-(5-chloro-2-(difluoromethyl)nicotinamido)cyclohexyl)methyl)-2-oxo-2,3-dihydro-1H-benzo[d]imidazol-1-yl)-N,4-dimethylpicolinamide ClC=1C=NC(=C(C(=O)NC2CCC(CC2)CN2C(N(C3=C2C=CC=C3)C=3C(=CC(=NC3)C(=O)NC)C)=O)C1)C(F)F